((3S)-2,3-dihydro-1-benzofuran-3-yl)acetic acid O1C[C@H](C2=C1C=CC=C2)CC(=O)O